2-fluoro-9-methoxy-3-piperazin-1-yl-5-ethyl-5H-indolo[3,2-c][1,8]naphthyridine FC=1C=C2C=3C(=CN(C2=NC1N1CCNCC1)CC)C1=CC=C(C=C1N3)OC